2-AMINO-6-METHYLBENZALDEHYDE NC1=C(C=O)C(=CC=C1)C